Oxoglutarat O=C(C(=O)[O-])CCC(=O)[O-]